(R)-2-methyl-N-[(1S)-1-(tetrahydro-2H-pyran-4-yl)ethyl]-2-propanesulfinamide CC(C)(C)[S@@](=O)N[C@@H](C)C1CCOCC1